CSC=1SCCCN1 2-(methylsulfanyl)-5,6-dihydro-4H-1,3-thiazine